tert-butyl N-[(3S)-1-[[4-(4,4,5,5-tetramethyl-1,3,2-dioxaborolan-2-yl)phenyl]methyl]pyrrolidin-3-yl]carbamate CC1(OB(OC1(C)C)C1=CC=C(C=C1)CN1C[C@H](CC1)NC(OC(C)(C)C)=O)C